(3R)-3-{[(4-nitrophenyl)carbamoyl]amino}-3-{3-[({3-[(propylcarbamoyl)amino]phenyl}sulfonyl)amino]phenyl}propanoic acid [N+](=O)([O-])C1=CC=C(C=C1)NC(=O)N[C@H](CC(=O)O)C1=CC(=CC=C1)NS(=O)(=O)C1=CC(=CC=C1)NC(NCCC)=O